3-(2-azaspiro[3.3]heptane-6-ylmethyl)-5-(trifluoromethyl)-1,2,4-oxadiazole C1NCC12CC(C2)CC2=NOC(=N2)C(F)(F)F